Cl.CC1=C(C=CC(=C1)S(N[C@H](C)C1CCNCC1)(=O)=O)NC(=O)C1=CSC=C1 (R)-N-(2-methyl-4-(N-(1-(piperidin-4-yl)ethyl)sulfamoyl)phenyl)thiophene-3-carboxamide hydrochloride